N1(CCNCC1)CCC(C=CC=C)=C 1-(N-piperazinyl)-3-methylenehept-4,6-diene